1,1,1-Trifluoro-N-(2-((3R,4S)-4-hydroxy-3-((2-phenylthiazol-5-yl)methyl)chroman-7-yl)phenyl)methanesulfonamide FC(S(=O)(=O)NC1=C(C=CC=C1)C1=CC=C2[C@H]([C@@H](COC2=C1)CC1=CN=C(S1)C1=CC=CC=C1)O)(F)F